5-[(Z,E)-β-methylcinnamylidene]-4-oxo-2-thioxo-3-thiazolidineacetic acid C/C(=C/C=C/1\C(N(C(S1)=S)CC(=O)O)=O)/C1=CC=CC=C1